N-(3-(dimethylcarbamoyl)phenyl)-4-(1H-pyrrolo[2,3-b]pyridin-5-yl)benzo[b]thiophene-2-carboxamide CN(C(=O)C=1C=C(C=CC1)NC(=O)C1=CC2=C(S1)C=CC=C2C=2C=C1C(=NC2)NC=C1)C